stearamidopropyl-N,N-dimethylamine C(CCCCCCCCCCCCCCCCC)(=O)NCCCN(C)C